N-Boc-L-Tryptophan C(=O)(OC(C)(C)C)N[C@@H](CC1=CNC2=CC=CC=C12)C(=O)O